4-(5-fluoropyridin-2-yl)-N-(pyrrolidin-3-yl)-3,4-dihydroquinoxaline-1(2H)-carboxamide FC=1C=CC(=NC1)N1CCN(C2=CC=CC=C12)C(=O)NC1CNCC1